NC=1N=C(SC1C(=O)C=1C=NC(=CC1)N1CC(CC(C1)C)C)N(C1=CC=C(C=C1)F)C(C(=O)N)C (N-[4-amino-5-[6-(3,5-dimethyl-1-piperidyl)pyridine-3-carbonyl]thiazol-2-yl]-4-fluoro-anilino)propanamide